P(=O)(O)(O)OC1[C@H](N)[C@@H](O)[C@H](O)[C@H](O1)CO D-glucosamine 1-phosphate